C(#N)[C@@H]1C[C@@]2(CN1C([C@H](CC(C)C)N(C([C@H](C)NC(C(F)(F)F)=O)=O)C)=O)C(NC=1N2N=CC1)=O (2S)-N-[(2S)-1-[(3R,5'S)-5'-cyano-2-oxo-1H-spiro[pyrazolo[1,5-a]imidazole-3,3'-pyrrolidin]-1'-yl]-4-methyl-1-oxopentan-2-yl]-N-methyl-2-(2,2,2-trifluoroacetamido)propanamide